N1=C(C=NC=C1)CN1[C@H]2CC(C[C@@H]1CC2)NC(=O)C2=CC=C1C=CNC1=C2 N-((1R,3s,5S)-8-(pyrazin-2-ylmethyl)-8-azabicyclo[3.2.1]octan-3-yl)-1H-indole-6-carboxamide